C(C1=CC=CC=C1)O[C@@H]1[C@H]([C@H](OC2=CC=C(C=C2)OC)O[C@@H]([C@H]1OC(CCC(=O)C)=O)COCC1=CC=CC=C1)N1C(C=2C(C1=O)=CC=CC2)=O p-methoxyphenyl 3,6-di-O-benzyl-4-O-levulinoyl-2-deoxy-2-phthalimido-β-D-glucopyranoside